methyl-(2,3-dihydro-2,2-dimethyl-1H-inden-1-yl)-1H-imidazole-5-carboxylate CC=1N(C(=CN1)C(=O)[O-])C1C(CC2=CC=CC=C12)(C)C